CN1N=CC(=C1)C1CN(CC2=CC=CC=C12)C(=O)C1=NN(C=N1)C1=CC=CC=C1 [4-(1-Methylpyrazol-4-yl)-3,4-dihydro-1H-isoquinolin-2-yl]-(1-phenyl-1,2,4-triazol-3-yl)methanone